FC(OC1=CC(=C(C=C1NC1=NC=CC(=N1)C1=CN(C2=CC=CC=C12)C)NC(\C=C/C=C)=O)N(C)CCN(C)C)F N-{4-Difluoromethoxy-2-(2-dimethylaminoethyl-methylamino)-5-[4-(1-methylindol-3-yl)pyrimidin-2-yl]Aminophenyl}-cis-2,4-pentadieneamide